Cl.BrC=1C=NN2C1N=C(N=C2NCC2=NC1=C(N2)C=CC(=C1)OC)SC 8-bromo-N-[(5-methoxy-1H-benzimidazol-2-yl)methyl]-2-(methylsulfanyl)pyrazolo[1,5-a][1,3,5]triazin-4-amine hydrogen chloride